(4-(1-(2,6-dichlorophenyl)azetidin-3-yl)-2,6-dimethylphenyl)methanol ClC1=C(C(=CC=C1)Cl)N1CC(C1)C1=CC(=C(C(=C1)C)CO)C